C1(=CC=CC=C1)C(C(CN1CCCC1)NC(CCCCCCCCCCCCCCC)=O)O 1-phenyl-2-hexadecanoylamino-3-pyrrolidino-1-propanol